((3R,5R)-1-(2-(1-(cyclopropylmethyl)-7-((5-oxopyrrolidin-3-yl)methoxy)-1H-indol-2-yl)-3-methylpyrazolo[1,5-a]pyridine-6-carbonyl)-5-fluoropiperidin-3-yl)carbamic acid tert-butyl ester C(C)(C)(C)OC(N[C@H]1CN(C[C@@H](C1)F)C(=O)C=1C=CC=2N(C1)N=C(C2C)C=2N(C1=C(C=CC=C1C2)OCC2CNC(C2)=O)CC2CC2)=O